7-bromo-2-(dimethylamino)-3-(1-methylpiperidin-4-yl)-2,3-dihydroquinazolin-4(1H)-one BrC1=CC=C2C(N(C(NC2=C1)N(C)C)C1CCN(CC1)C)=O